3-(4-methylpiperazine-1-yl)propyltriethoxysilane CN1CCN(CC1)CCC[Si](OCC)(OCC)OCC